ClC1=CC=C(C=C1)C1=NC(=C2C(=N1)N(N=C2)C2=CC(=CC=C2)F)NC(=O)C=2SC(=CC2)[N+](=O)[O-] N-(6-(4-chlorophenyl)-1-(3-fluorophenyl)-1H-pyrazolo[3,4-d]pyrimidin-4-yl)-5-nitrothiophene-2-carboxamide